N[C@H](C(=O)NCCNC(CBr)=O)CCN(C(CO)=O)[C@H](C(C)(C)C)C=1N(C=C(N1)C1=C(C=CC(=C1)F)F)CC1=CC=CC=C1 (2S)-2-amino-4-[{(1R)-1-[1-benzyl-4-(2,5-difluorophenyl)-1H-imidazol-2-yl]-2,2-dimethylpropyl}(glycoloyl)amino]-N-{2-[(bromoacetyl)amino]ethyl}butanamide